Cl.N1(N=CC=C1)C1C[C@H](NC1)C(=O)OC methyl (2S)-4-(1H-pyrazol-1-yl)pyrrolidine-2-carboxylate hydrochloride